thiazole-2(1H)-thione S1C(NC=C1)=S